benzyl 4-(2-(2-(5-formyl-4-methyl-1H-benzo[d][1,2,3]triazol-1-yl)ethoxy)ethoxy)piperidine-1-carboxylate C(=O)C1=C(C2=C(N(N=N2)CCOCCOC2CCN(CC2)C(=O)OCC2=CC=CC=C2)C=C1)C